5-(4-morpholinyl-6-(piperazin-1-yl)-1,3,5-triazin-2-yl)pyrimidin-2-amine N1(CCOCC1)C1=NC(=NC(=N1)N1CCNCC1)C=1C=NC(=NC1)N